C(C1=CC=CC=C1)OC1=CC=CC(=N1)C1=CCC(CC1)CC(=O)NC=1C=CC(=NC1NC[C@H]1OCC1)C(=O)OC Methyl 5-(2-(4-(6-(benzyloxy)pyridin-2-yl)cyclohex-3-en-1-yl)acetamido)-6-((((S)-oxetan-2-yl)methyl)amino)picolinate